methyl 1-((4-methylpiperazin-1-yl) sulfonyl)-1H-pyrrole-3-carboxylate CN1CCN(CC1)S(=O)(=O)N1C=C(C=C1)C(=O)OC